FC1=C(C=CC(=C1)C#CC(C)N1CCOCC1)O 2-fluoro-4-(3-morpholinobut-1-ynyl)phenol